8-chloro-2-ethyl-7-nitro-1,2,3,4-tetrahydropyrazino[1,2-b]indazole ClC=1C=CC2=C3N(N=C2C1[N+](=O)[O-])CCN(C3)CC